S1C(=NC2=C1C=CC=C2)NC(=O)C=2C=CC=C1CCN(CC21)C2=CC=C(C(=N2)C(=O)OC(C)(C)C)C2=C(C(=CC=C2)OCCCCCCC(=O)OC)C tert-butyl 6-[8-(1,3-benzothiazol-2-ylcarbamoyl)-3,4-dihydro-1H-isoquinolin-2-yl]-3-[3-(7-methoxy-7-oxo-heptoxy)-2-methyl-phenyl]pyridine-2-carboxylate